2-(4,5-Dichloro-6-oxopyridazin-1(6H)-yl)-N-(3-(((2R,6S)-2,6-dimethylmorpholino)sulfonyl)-4-methylphenyl)acetamide ClC=1C=NN(C(C1Cl)=O)CC(=O)NC1=CC(=C(C=C1)C)S(=O)(=O)N1C[C@H](O[C@H](C1)C)C